C1(CCCCC1)(C(=O)O)C(=O)O.C1(CCCCC1)(C=O)C=O cyclohexanedicarboxaldehyde (cyclohexanedicarboxylate)